C(C)(C)(C)NC(OC[C@]1(O[C@H](C[C@@H]1O)N1C2=NC(=NC(=C2N=C1)N)F)C#C)=O ((2R,3S,5R)-5-(6-amino-2-fluoro-9H-purin-9-yl)-2-ethynyl-3-hydroxytetrahydrofuran-2-yl)methyl tert-butylcarbamate